C(C1=CC=CC=C1)OCCC(C(=O)OCC)(C(=O)OCC)C(F)(F)F diethyl 2-(2-(benzyloxy)ethyl)-2-(trifluoromethyl)malonate